C(C1=CC=CC=C1)N(C1CC2=C(N(N=C2CC1)C1=NC=CC=C1)OC)C N-benzyl-3-methoxy-N-methyl-2-(pyridin-2-yl)-4,5,6,7-tetrahydro-2H-indazol-5-amine